(naphthalen-2-ylmethyl)carbamate C1=C(C=CC2=CC=CC=C12)CNC([O-])=O